(12AR)-9-bromo-10-fluoro-8-iodo-3,4,12,12a-tetrahydro-6H-pyrazino[2,1-c][1,4]benzoxazepine-2(1H)-carboxylic acid tert-butyl ester C(C)(C)(C)OC(=O)N1C[C@@H]2COC3=C(CN2CC1)C=C(C(=C3F)Br)I